C1(CC1)[C@H](CCC(F)(F)F)N (S)-1-cyclopropyl-4,4,4-trifluorobutan-1-amine